O[C@]12[C@@H]3CC[C@@H]4C[C@H](CC[C@@]4([C@H]3CC[C@@]2([C@H](CC1)C=1COC(C1)=O)C)C)NC(OCCO)=O 2-hydroxyethyl ((3S,5R,8R,9S,10S,13R,14S,17R)-14-hydroxy-10,13-dimethyl-17-(5-oxo-2,5-dihydrofuran-3-yl)hexadecahydro-1H-cyclopenta[a]phenanthren-3-yl)carbamate